FC1(CC(C1)C(=O)O)F 3,3-difluorocyclobutylcarboxylic acid